perfluoroneopentane FC(C(C(F)(F)F)(C(F)(F)F)C(F)(F)F)(F)F